C/C/1=C\CC/C(=C\C(=O)CC(=O)C)/COC1 9,10-epoxygeranylacetone